N-(3-((tert-butyldimethylsilyl)oxy)propyl)-6-((3aR,7aS)-1,3-dioxo-1,3,3a,4,7,7a-hexahydro-2H-4,7-methanoisoindol-2-yl)hexanamide [Si](C)(C)(C(C)(C)C)OCCCNC(CCCCCN1C([C@H]2C3C=CC([C@H]2C1=O)C3)=O)=O